C(C)(C)(C)OC(=O)N1C[C@H]([C@@H](CC1)OC=1C=C2C(=NC=NC2=CC1OC1CC1)Cl)F (3R,4R)-4-[(4-chloro-7-cyclopropoxy-quinazolin-6-yl)oxy]-3-fluoropiperidine-1-carboxylic acid tert-butyl ester